C12(CC3CC(CC(C1)C3)C2)C=2C(=CC(=C(C(=O)NCC3=C(C=C(C=C3)O)O)C2)O)OC 5-adamantan-1-yl-N-(2,4-dihydroxybenzyl)-2-hydroxy-4-methoxy-benzoic acid amide